P(=O)(OC1=C(C(=CC=C1)NC1=C(C=C(C=C1)OCC1=NC=CC=C1)C1CC1)C)(OCC)OCC 3-({2-Cyclopropyl-4-[(pyridin-2-yl) methoxy] phenyl} amino)-2-methylphenyl diethyl phosphate